6-methyl-N-(1-methylcyclopropyl)-5-[2-(pyridin-3-yl)morpholine-4-carbonyl]furo[2,3-d]pyrimidin-4-amine CC1=C(C2=C(N=CN=C2NC2(CC2)C)O1)C(=O)N1CC(OCC1)C=1C=NC=CC1